6-ethoxy-2-fluoro-3-formylpyrazolo[1,5-a]pyridin C(C)OC=1C=CC=2N(C1)N=C(C2C=O)F